ClC=1N=C(C2=C(N1)N(CC2)CC2=CC(=CC=C2)[N+](=O)[O-])C 2-chloro-4-methyl-7-(3-nitrobenzyl)-6,7-dihydro-5H-pyrrolo[2,3-d]pyrimidine